O=C1N(CCC(N1)=O)C1=NOC2=C1C=C(C(=C2)C2CCN(CC2)C(=O)OC(C)(C)C)F tert-butyl 4-(3-(2,4-dioxotetrahydropyrimidin-1(2H)-yl)-5-fluorobenzo[d]isoxazol-6-yl)piperidine-1-carboxylate